(S)-N-((S)-1-(5-(7-methoxy-2-methylquinolin-6-yl)-1H-imidazol-2-yl)-7-oxononyl)-6-methyl-6-azaspiro[2.5]octane-1-carboxamide COC1=C(C=C2C=CC(=NC2=C1)C)C1=CN=C(N1)[C@H](CCCCCC(CC)=O)NC(=O)[C@H]1CC12CCN(CC2)C